N-methyl-5-(piperazin-1-yl)pyridineamide hydrochloride Cl.CNC(=O)C1=NC=C(C=C1)N1CCNCC1